C(C)N1N=CC(=C1C1=NC=C(C=C1F)NC)C(=O)N[C@H]1N=C(C2=C(NC1=O)C=CC=C2)C2=CC=CC=C2 Ethyl-5-(3-fluoro-5-(methylamino)pyridin-2-yl)-N-((S)-2-oxo-5-phenyl-2,3-dihydro-1H-benzo[e][1,4]diazepin-3-yl)-1H-pyrazole-4-carboxamide